2-[4-[[[3-(hydroxymethyl)-4-methyl-pyrimido[4',5':4,5]thieno[2,3-c]pyridazin-8-yl]amino]methyl]phenyl]propan-2-ol OCC1=C(C2=C(N=N1)SC1=C2N=CN=C1NCC1=CC=C(C=C1)C(C)(C)O)C